N-(5,6-dichlorobenzo[d]thiazol-2-yl)-1-phenylcyclohexane-1-carboxamide ClC=1C(=CC2=C(N=C(S2)NC(=O)C2(CCCCC2)C2=CC=CC=C2)C1)Cl